FC1=C(C=CC(=C1)OC1=CC=CC=C1)C=1N=C(N2N=CN=C(C21)N)[C@@H]2CC[C@H](CC2)N2CCN(CC2)C 5-(2-Fluoro-4-phenoxyphenyl)-7-((trans)-4-(4-methylpiperazin-1-yl)cyclohexyl)imidazo[5,1-f][1,2,4]triazin-4-amine